CN(C1=CC=C(C=C1)C1=CC(=C(C=C1)[C@@H](N(C(=O)[C@@H]1[C@H]2CC[C@@H](C1)C2)C=2C=C(C=C(C2)F)/C=C/C(=O)OC)[2H])F)C methyl (E)-3-(3-((1S,2S,4R)-N-((S)-(4'-(dimethylamino)-3-fluoro-[1,1'-biphenyl]-4-yl)methyl-d)bicyclo[2.2.1]heptane-2-carboxamido)-5-fluorophenyl)acrylate